3-(2-pyridyldithio)propionic acid hydrazide N1=C(C=CC=C1)SSCCC(=O)NN